COCCNC(=O)C1=CC=C(O1)/C=C/C(=O)OC methyl (E)-3-(5-[(2-methoxyethyl)carbamoyl]furan-2-yl)acrylate